(S)-4-amino-1-(2,6-dichloro-4-methoxyphenyl)-N-(5-(1-(1,3-dioxoisoindolin-2-yl)-2,2-difluoroethyl)pyridin-3-yl)-6-oxo-1,6-dihydropyrimidine-5-carboxamide NC=1N=CN(C(C1C(=O)NC=1C=NC=C(C1)[C@@H](C(F)F)N1C(C2=CC=CC=C2C1=O)=O)=O)C1=C(C=C(C=C1Cl)OC)Cl